N1C(=CC2=CC=CC=C12)C(=O)[O-] 2-indolecarboxylate